5,7-dibromo-3-methyl-2,3-dihydrofuro[2,3-c]pyridine-3-carboxamide BrC=1C=C2C(=C(N1)Br)OCC2(C(=O)N)C